ClC1=C(C(=CC=C1)Cl)NC=1N(C2=NC(=NC=C2N1)N[C@@H]1C[C@H](CC1)O)C1CCC(CC1)C(=O)N (1R,4s)-4-(8-(2,6-dichlorophenylamino)-2-((1S,3S)-3-hydroxycyclopentylamino)-9H-purin-9-yl)cyclohexanecarboxamide